N-((S)-1-cyano-2-((S)-2-oxopyrrolidin-3-yl)ethyl)-6-(6,7-dichloro-1H-indole-2-carbonyl)-6-azaspiro[3.4]octane-7-carboxamide C(#N)[C@H](C[C@H]1C(NCC1)=O)NC(=O)C1N(CC2(CCC2)C1)C(=O)C=1NC2=C(C(=CC=C2C1)Cl)Cl